ClC1=CC=CC2=C1NC(=N2)C(=O)N2CC=1N(CC2)C(=NC1)C(F)F (7-Chloro-1H-benzo[d]imidazol-2-yl)(3-(difluoromethyl)-5,6-dihydroimidazo[1,5-a]pyrazin-7(8H)-yl)methanone